N12CCC(CC1)(C2)C=2SC1=C(N2)C=C(C=C1)[C@@H]1N(C[C@H](CC1)C)C(C(=O)NC=1C=NC(=C(C1)CC)N)=O 2-((2R,5S)-2-(2-(1-azabicyclo[2.2.1]heptan-4-yl)benzo[d]thiazol-5-yl)-5-methylpiperidin-1-yl)-N-(6-amino-5-ethylpyridin-3-yl)-2-oxoacetamide